O=C([C@H](O)[C@@H](O)[C@@H](O)[C@H](O)C(=O)[O-])[O-].[Na+].[Na+] sodium galactarate